1-benzothiophene-2-carboxylic acid prop-2-en-1-yl ester C(C=C)OC(=O)C=1SC2=C(C1)C=CC=C2